NC1=C(C=2C=NC(=C(C2N1C1=C2C=NN(C2=CC=C1Cl)C1OCCCC1)Br)C1CC1)C#N 2-amino-7-bromo-1-(5-chloro-1-tetrahydropyran-2-yl-indazol-4-yl)-6-cyclopropyl-pyrrolo[3,2-c]pyridine-3-carbonitrile